5-tert-butyl-N-[(4-imidazo[5,1-f][1,2,4]triazin-4-yl-2-methyl-phenyl)methyl]-1,2,4-oxadiazole-3-carboxamide C(C)(C)(C)C1=NC(=NO1)C(=O)NCC1=C(C=C(C=C1)C1=NC=NN2C1=CN=C2)C